CC1=C(C(NC=2N1C(=NN2)SCC2=CC=C(C=C2)C(F)(F)F)=O)C 5,6-dimethyl-3-{[4-(trifluoromethyl)benzyl]sulfanyl}[1,2,4]triazolo[4,3-a]pyrimidin-7(8H)-one